[Si](C1=CC=CC=C1)(C1=CC=CC=C1)(C(C)(C)C)OCC1=C[C@H]([C@H]2[C@@H]1OC(O2)(C)C)N2C=C(C1=C2N=CN=C1Cl)C 7-((3AS,4R,6aR)-6-(((tert-butyldiphenylsilyl)oxy)methyl)-2,2-dimethyl-3a,6a-dihydro-4H-cyclopenta[d][1,3]dioxol-4-yl)-4-chloro-5-methyl-7H-pyrrolo[2,3-d]pyrimidine